CC1=CC=CC=2N(N=NC21)CN(CCO)CCO 2,2'-[[(methyl-1H-benzotriazole-1-yl)methyl]imino]diethanol